(S)-5-(6-fluoro-4-methoxy-2-((1-(oxetan-3-yl)ethyl)amino)pyrrolo[2,1-f][1,2,4]triazin-5-yl)-N-methylpyrazolo[1,5-a]pyridine-3-carboxamide FC=1C(=C2C(=NC(=NN2C1)N[C@@H](C)C1COC1)OC)C1=CC=2N(C=C1)N=CC2C(=O)NC